C(C1=CC=CC=C1)N1CC=2C(=CC=NC2CC1)NC(CCCN(CC)CC)C N4-(6-Benzyl-5,6,7,8-tetrahydro-1,6-naphthyridin-4-yl)-N1,N1-diethylpentane-1,4-diamine